O[C@H]1[C@@H](C2=CC=C(C=C2C1)OCC=1C(=C(C=CC1)C1=CC=CC=C1)C)NCCNC(C)=O N-(2-(((1R,2R)-2-hydroxy-5-((2-methyl-[1,1'-biphenyl]-3-yl)methoxy)-2,3-dihydro-1H-inden-1-yl)amino)ethyl)acetamide